C1(=CC=CC=C1)N1C(CCC1)=O Phenylpyrrolin-2-on